4-[[(2S,3R,4R,5R)-3-(3,4-Difluoro-2-methoxy-phenyl)-4,5-dimethyl-5-(trifluoromethyl)tetrahydrofuran-2-carbonyl]amino]-3-fluoro-pyridin-2-carboxamid FC=1C(=C(C=CC1F)[C@@H]1[C@H](O[C@]([C@@H]1C)(C(F)(F)F)C)C(=O)NC1=C(C(=NC=C1)C(=O)N)F)OC